CC=1C=C(C(=NC1)NS(=O)(=O)C1=CC=CC=C1)[N+](=O)[O-] N-(5-methyl-3-nitropyridin-2-yl)benzenesulfonamide